Cl.FC1=C(C=CC(=C1)[C@@H]1NC[C@H](C1)O)C=1N=C2SC3=C(N2C1)C=CC(=C3)C(=O)NC3CCOCC3 2-(2-fluoro-4-((trans)-4-hydroxypyrrolidin-2-yl)phenyl)-N-(tetrahydro-2H-pyran-4-yl)benzo[d]imidazo[2,1-b]thiazole-7-carboxamide hydrochloride